3-(4-chloro-2,6-dimethylphenyl)-8-methoxy-2-oxo-1,8-diazaspiro[4.5]dec-3-en-4-ylethylcarbonate ClC1=CC(=C(C(=C1)C)C=1C(NC2(C1CCOC([O-])=O)CCN(CC2)OC)=O)C